1-ethyl-linalool C(C)C=CC(O)(C)CCC=C(C)C